1-((2R,4S,5R)-5-cyano-4-hydroxy-5-(hydroxymethyl)tetrahydrofuran-2-yl)-2,4-dioxo-1,2,3,4-tetrahydropyrimidine-5-carbonitrile C(#N)[C@]1([C@H](C[C@@H](O1)N1C(NC(C(=C1)C#N)=O)=O)O)CO